4-{6-[(4-cyanobenzyl)oxy]pyridin-2-yl}piperidin C(#N)C1=CC=C(COC2=CC=CC(=N2)C2CCNCC2)C=C1